N1N=CC=2C1=NC=C(C2)C#CC=2C=C(C(=O)NC1=CC(=C(C=C1)CN1CCN(CC1)C)C(F)(F)F)C=CC2 3-(2-(1H-pyrazolo[3,4-b]pyridin-5-yl)ethynyl)-N-(4-((4-methylpiperazin-1-yl)methyl)-3-(trifluoromethyl)phenyl)benzamide